(R)-7-methyl-2-(5-methyl-5,6,7,8-tetrahydro-1,6-naphthyridine-6-carbonyl)-1-((2-(trimethylsilyl)ethoxy)methyl)-1H-imidazo[4,5-b]pyridine-6-carbonitrile CC1=C2C(=NC=C1C#N)N=C(N2COCC[Si](C)(C)C)C(=O)N2[C@@H](C=1C=CC=NC1CC2)C